2-(1-Methylcyclopropyl)-5-(4,4,5,5-tetramethyl-1,3,2-dioxaborolan-2-yl)-4-[4-(trifluoromethyl)cyclohexyl]pyridine CC1(CC1)C1=NC=C(C(=C1)C1CCC(CC1)C(F)(F)F)B1OC(C(O1)(C)C)(C)C